lithium hydride, potassium salt [K+].[H-].[Li+].[H-]